ClC1=CC=C(C=C1)N1B(C2=C(C(=N1)CCC)C=CC=C2)O (p-chlorophenyl)-4-propyl-1,2-dihydro-2,3,1-benzodiazaborinin-1-ol